4-(5-(6-chloro-5-(5-methoxypyridin-3-yl)-1H-indol-2-yl)-3-fluoropyridin-2-yl)morpholine ClC1=C(C=C2C=C(NC2=C1)C=1C=C(C(=NC1)N1CCOCC1)F)C=1C=NC=C(C1)OC